C(N)(OC(CN(C1(CC1)C1=CC(=C(C=C1)F)C(F)(F)F)CC1CC1)(C)C)=O (1-((cyclopropylmethyl) (1-(4-fluoro-3-(trifluoromethyl) phenyl) cyclopropyl) amino)-2-methylpropan-2-yl) carbamate